OC=1C=C(C(=O)OC2=C(C(=CC=C2)F)OC(C2=CC(=CC=C2)O)=O)C=CC1 3-Fluoro-1,2-phenylene bis(3-hydroxybenzoate)